C(CCC)OC=1C=C2C[C@@H](C(=CC2=CC1)CN1CC(C1)(C(=O)O)C)C 1-{[(3S)-6-butoxy-3-methyl-3,4-dihydro-2-naphthyl]Methyl}-3-methyl-3-azetidinecarboxylic acid